3-(4-(2-acetoxyethoxy)phenyl)-5,7-di-tert-butyl-benzofuran-2-on C(C)(=O)OCCOC1=CC=C(C=C1)C1C(OC2=C1C=C(C=C2C(C)(C)C)C(C)(C)C)=O